FC1=CC=C(C=C1)NC(=O)C1(CC1)C(=O)NC1=CC=C(C=C1)OC1=CC=NC2=CC(=C(C=C12)C(=O)N1CC(C1)O)OC 1-N'-(4-fluorophenyl)-1-N-[4-[6-(3-hydroxyazetidine-1-carbonyl)-7-methoxyquinolin-4-yl]oxyphenyl]cyclopropane-1,1-dicarboxamide